ClC1=C(C=CC=C1)[C@H]1CC[C@H](N1C(C1=CC=C(C=C1)C=1C=NC(=CC1)OC)=O)C(=O)O (2S,5R)-5-(2-chlorophenyl)-1-(4-(6-methoxypyridin-3-yl)benzoyl)pyrrolidine-2-carboxylic acid